(2R,3R)-2-[3-(difluoromethoxy)-2-methyl-phenyl]pyrrolidine-3-ol FC(OC=1C(=C(C=CC1)[C@H]1NCC[C@H]1O)C)F